FC1(CCC(CC1)C1(C(NC2=C(C(=CC=C12)F)F)=O)C1=CC=C(C=C1)B1OC(C(O1)(C)C)(C)C)F 3-(4,4-difluorocyclohexyl)-6,7-difluoro-3-(4-(4,4,5,5-tetramethyl-1,3,2-dioxaborolan-2-yl)phenyl)indolin-2-one